C(=O)(OC(C)(C)C)N1CCN(CC1)C(\C(=C\C1=CC(=C(C=C1)O)CO)\C#N)=O (E)-4-Boc-1-(alpha-cyano-3-hydroxymethyl-4-hydroxycinnamoyl)piperazine